O(C1=CC=CC=C1)C1=CC=C(C(=O)NCC(=O)N2C3(CCC2CC3)C(=O)OCC3=CC=CC=C3)C=C1 benzyl 7-((4-phenoxybenzoyl)glycyl)-7-azabicyclo[2.2.1]heptane-1-carboxylate